C(C)C=1C(NC=2C=C(C=NC2C1)CC1=NC(=CC=C1C=1CCNCC1)C(=O)NC)=O ((7-ethyl-6-oxo-5,6-dihydro-1,5-naphthyridin-3-yl)methyl)-N-methyl-1',2',3',6'-tetrahydro-[3,4'-bipyridine]-6-carboxamide